CN(C)CN1CCNCC1 ((dimethylamino)methyl)piperazin